ClC1=CC=C(C=C1)NC1=CC(=NC(=N1)N1CCOCC1)CNC(=O)C=1C=NC(=NC1)C N-((6-((4-chlorophenyl)amino)-2-morpholinopyrimidin-4-yl)methyl)-2-methylpyrimidine-5-carboxamide